O=C1NC(CCC1C1=NN(C2=CC(=CC=C12)N[C@@H]1[C@@H](CC2(CN(C2)C(=O)OC(C)(C)C)CC1)C)C)=O tert-butyl (6R,7S)-7-((3-(2,6-dioxopiperidin-3-yl)-1-methyl-1H-indazol-6-yl)amino)-6-methyl-2-azaspiro[3.5]nonane-2-carboxylate